FC=1C(=CC2=C(N=C(S2)C=2C=C(C=C3N=C(C=NC23)OC)CO)C1C)OC (8-(5-fluoro-6-methoxy-4-methylbenzo[d]thiazol-2-yl)-3-methoxyquinoxalin-6-yl)methanol